(R)-N-(2,2,2-trifluoro-1-(4-fluorophenyl)ethyl)-3-(trifluoromethyl)-[1,2,4]triazolo[4,3-b]pyridazine-6-sulfonamide FC([C@@H](C1=CC=C(C=C1)F)NS(=O)(=O)C=1C=CC=2N(N1)C(=NN2)C(F)(F)F)(F)F